2-(difluoromethyl)-7-methyl-6-(1-((4,5,6,7-tetrahydropyrazolo[1,5-a]pyridin-3-yl)sulfonyl)-1,2,3,6-tetrahydropyridin-4-yl)-[1,2,4]triazolo[1,5-a]pyridine FC(C1=NN2C(C=C(C(=C2)C=2CCN(CC2)S(=O)(=O)C=2C=NN3C2CCCC3)C)=N1)F